N1=C(C=CC=C1)SSCCC(=O)NCCCCCC(=O)ON1C(C(CC1=O)S(=O)(=O)O)=O sulfosuccinimidyl 6-[3'-(2-pyridyldithio)propionamido]hexanoate